CC1([C@@H](CC2(OCCO2)CC1)C[N+](=O)[O-])C |r| rac-8,8-dimethyl-7-(nitromethyl)-1,4-dioxaspiro[4.5]decane